N1N=CC(=C1)C1=CC=C(C=C1)N1C(N(C2(C1)CCNCC2)CC2=C(C=CC=C2)F)=O 3-(4-(1H-pyrazol-4-yl)phenyl)-1-(2-fluorobenzyl)-1,3,8-triazaspiro[4.5]decan-2-one